C1(CC1)C1=NC=CC=C1C1=CC=2C(=CN=C(C2)NC(=O)[C@H]2[C@H](C2)F)N1C (1S,2S)-N-[2-(2-cyclopropylpyridin-3-yl)-1-methylpyrrolo[2,3-c]pyridin-5-yl]-2-fluorocyclopropane-1-carboxamide